Triethyl-1-(2-(tert-butyl)phenyl)-4-oxo-1,4-dihydropyridine-2,3,5-tricarboxylate C(C)OC(=O)C=1N(C=C(C(C1C(=O)OCC)=O)C(=O)OCC)C1=C(C=CC=C1)C(C)(C)C